N-(3-oxobenzofuran-6-yl)acetamide O=C1COC2=C1C=CC(=C2)NC(C)=O